BrC1=CC=C(C=C1)NS(=O)(=O)C=1C=C(C=CC1OC)NC(=O)C=1NC(=CN1)C(F)(F)F N-(3-(N-(4-bromophenyl)sulfamoyl)-4-methoxyphenyl)-5-(trifluoromethyl)-1H-imidazole-2-carboxamide